C12CCC(CC1)N2CC2=C(/C=N/O)C(=CC=C2F)F (E)-2-((7-azabicyclo[2.2.1]heptan-7-yl)methyl)-3,6-difluorobenzaldehyde oxime